CSC(C(=O)N1C(CCCC1)C1=NN=C(N1)C1=CC=CC=C1)C 2-(methylthio)-1-(2-(5-phenyl-4H-1,2,4-triazol-3-yl)piperidin-1-yl)propan-1-one